1-isopropylcyclohexene C(C)(C)C1=CCCCC1